NC=1C=2N(C3=CC(=CC=C3N1)C(=O)N1[C@@H]3[C@H](O[C@@H](C1)C)CC=1C=C(C(=CC13)F)OC(F)(F)F)C=NC2 (4-aminoimidazo[1,5-a]quinoxalin-8-yl)((2R,4aS,9aR)-6-fluoro-2-methyl-7-(trifluoromethoxy)-2,3,9,9a-tetrahydroindeno[2,1-b][1,4]oxazin-4(4aH)-yl)methanone